The molecule is a polyunsaturated fatty acid anion that is the conjugate base of resolvin D2, obtained by deprotonation of the carboxy group; major species at pH 7.3. It is a hydroxy fatty acid anion, a polyunsaturated fatty acid anion, a long-chain fatty acid anion and a docosanoid anion. It is a conjugate base of a resolvin D2. CC/C=C\\C[C@@H]([C@@H](/C=C/C=C/C=C\\C=C\\[C@H](C/C=C\\CCC(=O)[O-])O)O)O